4-bromo-2-cyclopropyl-6-iodo-1H-benzo[d]imidazole BrC1=CC(=CC=2NC(=NC21)C2CC2)I